NC1=C(C=C2C=C(C=NC2=N1)C(=O)N(CC=1N=NC(=CC1)N1CCOCC1)[C@H](C)C1=NC=CC=C1F)Br 7-amino-6-bromo-N-((1R)-1-(3-fluoro-2-pyridinyl)ethyl)-N-((6-(4-morpholinyl)-3-pyridazinyl)methyl)-1,8-naphthyridine-3-carboxamide